(1s,4s)-N1-(2-chloro-5-(1-methyl-1H-pyrazol-3-yl)pyridin-4-yl)-N4-methylcyclohexane-1,4-diamine ClC1=NC=C(C(=C1)NC1CCC(CC1)NC)C1=NN(C=C1)C